C(C)OCCC1C(N(CCN1C1=CC2=C(N(C(O2)=O)C)C=C1)C(=O)N)(C)C (2-ethoxyethyl)-2,2-dimethyl-4-(3-methyl-2-oxo-1,3-benzooxazol-6-yl)piperazine-1-carboxamide